CC=1N(C=2N3C(N=CC2N1)=NN=C3)C[C@H]3OCCC3 2-methyl-1-(((S)-tetrahydrofuran-2-yl)methyl)-1H-[1,2,4]triazolo[3,4-b]purine